C(C1=CC=CC=C1)OC(=O)N1CC2=CC=C(C=C2C1)CN1CCN(CC1)CCOCCNC(=O)OC(C)(C)C 5-((4-(2-(2-((Tert-butoxycarbonyl)amino)ethoxy)ethyl)piperazin-1-yl)methyl)isoindoline-2-carboxylic acid benzyl ester